NC1=C(C=C(C=C1)OC([2H])([2H])[2H])N(S(=O)(=O)C)C N-(2-amino-5-(methoxy-d3)phenyl)-N-methylmethanesulfonamide